2,6-dimethoxy-4-[5-[2-(4-methylpiperazin-1-yl)-4-pyridyl]benzimidazol-1-yl]-N-(2,2,2-trifluoroethyl)benzamide COC1=C(C(=O)NCC(F)(F)F)C(=CC(=C1)N1C=NC2=C1C=CC(=C2)C2=CC(=NC=C2)N2CCN(CC2)C)OC